N(=C=O)CCOC(=O)C1C(CC=CC1)C(=O)OCCN=C=O 4-cyclohexene-1,2-dicarboxylic acid bis(2-isocyanatoethyl) ester